(E)-N-(3-(((5-Cyclopropyl-3-isopropylpyrazolo[1,5-a]pyrimidin-7-yl)amino)methyl)phenyl)but-2-enamide C1(CC1)C1=NC=2N(C(=C1)NCC=1C=C(C=CC1)NC(\C=C\C)=O)N=CC2C(C)C